C1(=CC=CC2=CC=CC=C12)[C@@H](C)N |r| racemic-DL-1-(1-naphthyl)ethylamine